CC(CCCC)CCCCCC(CCCCCCCCCCCCCC)C 5,11-Dimethylpentacosane